C(C)(=O)O[C@H]1[C@@H](SC=2C=NC=C(C2)Br)O[C@@H]([C@@H]([C@@H]1N1N=NC(=C1)C1=CSC=C1)OC(C)=O)COC(C)=O 5-bromopyridin-3-yl 2,4,6-tri-O-acetyl-3-deoxy-3-[4-(3-thienyl)-1H-1,2,3-triazol-1-yl]-1-thio-α-D-galactopyranoside